N-(4-(1-isopropylpiperidin-4-yl)phenyl)-4-((8-methyl-2,3-dihydro-1H-pyrido[2,3-b][1,4]oxazin-7-yl)amino)-2-oxo-1,2-dihydropyridine-3-carboxamide C(C)(C)N1CCC(CC1)C1=CC=C(C=C1)NC(=O)C=1C(NC=CC1NC1=C(C2=C(OCCN2)N=C1)C)=O